ClC1=CC=C(C=C1)C(C)(C#C)C=1N=C(SC1)NC(=O)NCC1=CC(=C(C=C1)N1CCNCC1)F 1-(4-(2-(4-chlorophenyl)but-3-yn-2-yl)thiazol-2-yl)-3-(3-fluoro-4-(piperazin-1-yl)benzyl)urea